3-methoxy-5,5-dimethyl-6-oxo-3-[5-(propan-2-yl)pyrimidin-2-yl]cyclohex-1-ene-1-carbonitrile COC1(C=C(C(C(C1)(C)C)=O)C#N)C1=NC=C(C=N1)C(C)C